[Cl-].C(CCCCCCCCCCCCCCC)[N+]1=CC=CC=C1 cetylpyridinium chlorid